N1=CC(=CC(=C1)C1=CC=C(C=C1)N1C(CCC1)=O)C1=CC=NC=C1 1-(4-([3,4'-bipyridyl]-5-yl)phenyl)pyrrolidin-2-one